4-(2'-(4,5-Dimethyl-1H-imidazol-2-yl)-3,4'-bipyridin-5-yl)morpholine trifluoroacetate salt FC(C(=O)O)(F)F.CC=1N=C(NC1C)C1=NC=CC(=C1)C=1C=NC=C(C1)N1CCOCC1